IC1=NN(C(=C1C(C)C)C)C1=CC=2C(N=C1C1N(CCC1)C(=O)OC(C)(C)C)=NN(C2)C tert-butyl 2-{5-[3-iodo-5-methyl-4-(propan-2-yl)-1H-pyrazol-1-yl]-2-methyl-2H-pyrazolo[3,4-b]pyridin-6-yl}pyrrolidine-1-carboxylate